4-Imidazoleacetic acid hydrochloride Cl.N1C=NC(=C1)CC(=O)O